[O+]1=CC=CC=C1.[Te+2] tellurium pyrylium